C1(CC1)C=1C(=NNC1NC(CC(=O)OCC)=O)C(=O)OCC ethyl 4-cyclopropyl-5-(3-ethoxy-3-oxopropanamido)-1H-pyrazole-3-carboxylate